platinum-zinc oxide [O-2].[Zn+2].[Pt+2].[O-2]